hydroxy-2-methyl-1-phenylpropione OCCC(C(CC1=CC=CC=C1)C)=O